C1CC(CCCC=C1)=O cyclooctane-7-ene-3-one